P(=O)(OCCCC)(OC1CC2=CC=CC=C2C1)OC1=CC=CC=C1 n-Butyl indan-2-yl phenyl phosphate